(14Z,17Z,20Z,23Z,26Z,29Z)-METHYL 11-HYDROXYDOTRIACONTA-14,17,20,23,26,29-HEXAENOATE OC(CCCCCCCCCC(=O)OC)CC\C=C/C\C=C/C\C=C/C\C=C/C\C=C/C\C=C/CC